8-methoxy-1,1-dimethyl-2,3,6,11,12,12a-hexahydro-2,12-methanopyrrolo[1',2':1,2]azepino[4,5-b]indol-5(1H)-one COC=1C=C2C3=C(NC2=CC1)C1C2N(C(C3)=O)CC(C2(C)C)C1